COC(=O)C1CC(C1)C1=CC(=CC=C1)Br 3-(3-bromophenyl)cyclobutane-1-carboxylic acid methyl ester